(E)-7-bromo-6-methoxy-2-(2-(4-methylpyrimidin-2-yl)vinyl)quinoline BrC1=C(C=C2C=CC(=NC2=C1)\C=C\C1=NC=CC(=N1)C)OC